NC1=NN=C(N1N([N+](=O)[O-])[2H])C1=NNN=C1[N+](=O)[O-] N-(3-amino-5-(5-nitro-2H-1,2,3-triazole-4-yl)-4H-1,2,4-triazole-4-yl)nitramide-d